BrC1=C(C(=NC=C1)N)OCC bromo-3-ethoxypyridin-2-amine